C(C)(C)(C)OC(=O)N1N=C(C2=CC(=CC=C12)Br)N(C(=O)OC(C)(C)C)C(=O)OC(C)(C)C 3-(bis(tert-butoxycarbonyl)amino)-5-bromo-1H-indazole-1-carboxylic acid tert-butyl ester